ClC=1C=C(C=CC1Cl)C(C1=NN=C(O1)C1CN(CC12CN(C2)CC2OCCC2)C(=O)C2=CN=CS2)(F)F (8-(5-((3,4-dichlorophenyl)difluoromethyl)-1,3,4-oxadiazol-2-yl)-2-((tetrahydrofuran-2-yl)methyl)-2,6-diazaspiro[3.4]octan-6-yl)(thiazol-5-yl)methanone